6-(Difluoromethyl)-5-fluoro-8-hydroxy-3,4-dihydroisoquinoline-2(1H)-carboxylic acid tert-butyl ester C(C)(C)(C)OC(=O)N1CC2=C(C=C(C(=C2CC1)F)C(F)F)O